rac-4-(4-acryloylpiperazin-1-yl)-N-(cis-4-aminotetrahydrofuran-3-yl)-7-(8-methylnaphthalen-1-yl)-5,6,7,8-tetrahydro-1,7-naphthyridine-2-carboxamide C(C=C)(=O)N1CCN(CC1)C1=CC(=NC=2CN(CCC12)C1=CC=CC2=CC=CC(=C12)C)C(=O)N[C@@H]1COC[C@@H]1N |r|